3-(4-(2',6'-Dimethoxy-[1,1'-biphenyl]-4-yl)-1H-1,2,3-triazol-1-yl)benzoic acid COC1=C(C(=CC=C1)OC)C1=CC=C(C=C1)C=1N=NN(C1)C=1C=C(C(=O)O)C=CC1